Phosphoroline P1=CCCC1